OCC(CO)(CO)NC(C=C)=O N-[2-hydroxy-1,1-bis(hydroxymethyl)-ethyl]propenamide